8-(2-cyclobutylethyl)-1-(4-fluorobenzyl)-6-methylhexahydro-4H-pyrazino[1,2-a]pyrimidine-4,7(6H)-dione C1(CCC1)CCN1CC2N(C(CCN2CC2=CC=C(C=C2)F)=O)C(C1=O)C